1-benzyl-1H-pyrazol-5-amine C(C1=CC=CC=C1)N1N=CC=C1N